7-fluoro-3-isopropyl-2-methyl-2H-indazol FC1=CC=CC2=C(N(N=C12)C)C(C)C